2-Chloro-N-[5-(2,2-difluorocyclopropyl)-1H-pyrazol-3-yl]pyrimidin-4-amine ClC1=NC=CC(=N1)NC1=NNC(=C1)C1C(C1)(F)F